ClC1=C(C=CC(=C1)NCC1=CC=C(C=C1)O)C=1C(=C(C(=O)N)C=CC1)O (2-chloro-4-((4-hydroxybenzyl)amino)phenyl)-2-hydroxybenzamide